1,1'-bis(diisopropylphosphino)ferrocene palladium(0) [Pd].C(C)(C)P([C-]1C=CC=C1)C(C)C.[C-]1(C=CC=C1)P(C(C)C)C(C)C.[Fe+2]